2-Acetamido-N-(pyridin-3-yl)benzamide C(C)(=O)NC1=C(C(=O)NC=2C=NC=CC2)C=CC=C1